IC=1N(C2=CC=CC(=C2C1)NC1CCN(CC1)CC(C)O)CC(F)(F)F 1-(4-((2-iodo-1-(2,2,2-trifluoroethyl)-1H-indol-4-yl)amino)piperidin-1-yl)propan-2-ol